Cl.ClC=1C(=NC(=NC1)NC1=NC(=NC=C1)C)C1=CC=C2CN(C(C2=C1)=O)[C@@H](C(=O)N[C@H](CO)C1=NC(=CC=C1)N(C)C)C (R)-2-(6-(5-chloro-2-((2-methylpyrimidin-4-yl)amino)pyrimidin-4-yl)-1-oxoisoindolin-2-yl)-N-((S)-1-(6-(dimethylamino)pyridin-2-yl)-2-hydroxyethyl)propanamide hydrochloride salt